F[C@@H]1C[C@H](N(C1)C(=O)OC(C)(C)C)CO tert-butyl (2S,4R)-4-fluoro-2-(hydroxymethyl)pyrrolidine-1-carboxylate